S1C(=NN=C1)C1=CN=CC(=N1)C(=O)N1C[C@H]2C([C@H]2C1)COC1=NC(=CC=C1)C(F)(F)F (1R,5S,6S)-3-[6-(1,3,4-thiadiazol-2-yl)pyrazine-2-carbonyl]-6-({[6-(trifluoromethyl)pyridin-2-yl]oxy}methyl)-3-azabicyclo[3.1.0]hexane